monononyl-phenol C(CCCCCCCC)C1=CC=C(C=C1)O